C(C)(=O)O[C@@H](C)C1=CC=CC=C1 (S)-α-acetoxyethylbenzene